2-amino-5-(1'-(tetrahydro-2H-pyran-4-yl)-3H-spiro[isobenzofuran-1,4'-piperidin]-5-yl)nicotinic acid methyl ester COC(C1=C(N=CC(=C1)C=1C=C2COC3(CCN(CC3)C3CCOCC3)C2=CC1)N)=O